FC1=C(C=C(C(=O)N(C=2C=CC=3N(C2)C(=CN3)C=3C=CC(=NC3)NC(OC)=O)COC)C=C1)OC methyl N-[5-[6-[(4-fluoro-3-methoxy-benzoyl)-(methoxymethyl)amino]imidazo[1,2-a]pyridin-3-yl]-2-pyridyl]carbamate